C1(=CC=CC=C1)NC(=O)C1=CC2=C(N=CN=C2C#CC2=CC=C(C=C2)F)N1C N-phenyl-7-methyl-4-((4-fluorophenyl)ethynyl)-7H-pyrrolo[2,3-d]pyrimidine-6-carboxamide